(R)-N6-(benzo[d][1,3]dioxol-5-ylmethyl)-3-(2-((tert-butyldiphenylsilyl)oxy)ethyl)-N2-isopropyl-4-(3-(pyridin-3-yl)phenyl)-1,3-dihydro-2H-pyrrolo[3,4-c]pyridine-2,6-dicarboxamide O1COC2=C1C=CC(=C2)CNC(=O)C2=CC1=C(C(=N2)C2=CC(=CC=C2)C=2C=NC=CC2)[C@H](N(C1)C(=O)NC(C)C)CCO[Si](C1=CC=CC=C1)(C1=CC=CC=C1)C(C)(C)C